[Ag].[Au].[Te] Tellurium-gold-silver